ClC1=NN(C=C1C1=NC=CC(=N1)NC=1N=CC2=C(C=CC(=C2C1)C(C)C)N1[C@@H]([C@H](C1)CS(=O)(=O)C)C)C1CC2(COC2)C1 N-(2-(3-chloro-1-(2-oxaspiro[3.3]heptan-6-yl)-1H-pyrazol-4-yl)pyrimidin-4-yl)-5-isopropyl-8-((2R,3S)-2-methyl-3-((methylsulfonyl)methyl)azetidin-1-yl)isoquinolin-3-amine